(R)-3-(2-aminopropyl)-2-methylaniline N[C@@H](CC=1C(=C(N)C=CC1)C)C